1-(2-chloropyrazolo[1,5-a]pyrimidin-5-yl)ethan-1-ol ClC1=NN2C(N=C(C=C2)C(C)O)=C1